BrC1=C(C=C(S1)C(C=C(C(F)(F)F)C1=C(C=C(C=C1F)F)F)=O)C 1-(5-bromo-4-methylthiophen-2-yl)-4,4,4-trifluoro-3-(2,4,6-trifluorophenyl)but-2-en-1-one